benzo[a]phenoxazine C1=CC=CC=2C1=C1NC3=CC=CC=C3OC1=CC2